CN(C1=CC=C(C=C1)C(F)(F)F)CC1N(CCC1)C N-methyl-N-((1-methylpyrrolidin-2-yl)methyl)-4-(trifluoromethyl)aniline